(2S)-2-{[(1R,2S,3S,6R,7S)-4-[(2S)-2-(2-chloro-2,2-difluoroacetamido)-3,3-dimethylbutanoyl]-4-azatricyclo[5.2.1.0^{2,6}]dec-8-en-3-yl]formamido}-3-[(3S)-2-oxopyrrolidin-3-yl]propanamide ClC(C(=O)N[C@H](C(=O)N1[C@@H]([C@H]2[C@H]3C=C[C@@H]([C@H]2C1)C3)C(=O)N[C@H](C(=O)N)C[C@H]3C(NCC3)=O)C(C)(C)C)(F)F